(2,2-difluorobenzo[d][1,3]dioxin-5-yl)methylamine FC1(OCC2=C(O1)C=CC=C2CN)F